C(C)(C)(C)C1=C(C=CC=C1)C1=C(C=C(C=C1)C1=CC=CC=C1)I (tert-butyl)-2'-iodo-1,1':4',1''-terphenyl